3-[4-[1-(4-piperidyl)-4-piperidyl]anilino]piperidine-2,6-dione N1CCC(CC1)N1CCC(CC1)C1=CC=C(NC2C(NC(CC2)=O)=O)C=C1